6-(methoxymethoxy)-3,4-dihydroisoquinolin-1(2H)-one COCOC=1C=C2CCNC(C2=CC1)=O